FC(OC(C)O)(F)F (trifluoromethoxy)ethanol